O1COCOC1 1,3,5-Trioxane